2-(2-(cyclopropanesulfonylamino)pyrimidin-4-yl)-N-(2-fluoro-4-(pyrazin-2-yl)phenyl)butyramide C1(CC1)S(=O)(=O)NC1=NC=CC(=N1)C(C(=O)NC1=C(C=C(C=C1)C1=NC=CN=C1)F)CC